2-isobutyl-6-(4,4,5,5-tetramethyl-1,3,2-dioxaborolan-2-yl)-3,4-dihydroisoquinolin-1-one C(C(C)C)N1C(C2=CC=C(C=C2CC1)B1OC(C(O1)(C)C)(C)C)=O